C12(CC(C1)C2)N2N=CC=1C2=NC(=NC1NC=1N=CN(C1)C1=CC(=C(C(=C1)OC)OC)OC)C1CC1 1-(bicyclo[1.1.1]pent-1-yl)-6-cyclopropyl-N-(1-(3,4,5-trimethoxyphenyl)-1H-imidazol-4-yl)-1H-pyrazolo[3,4-d]pyrimidin-4-amine